FC1(C(C2=C(N(C=C2S(=O)(=O)C(F)(F)F)C=2C(=C(C#N)C=CC2)F)C1)O)F 5,5-difluoro-4-hydroxy-3-((trifluoromethyl)sulfonyl)-5,6-dihydro-cyclopenta[b]pyrrol-1(4H)-yl-2-fluorobenzonitrile